4-{[(2S)-1-[4-(3,4-dichlorobenzenesulfonyl)piperazin-1-yl]propan-2-yl]amino}-N,N-dimethylquinazoline-8-carboxamide ClC=1C=C(C=CC1Cl)S(=O)(=O)N1CCN(CC1)C[C@H](C)NC1=NC=NC2=C(C=CC=C12)C(=O)N(C)C